5-cyclopropyl-6-fluoro-2-hydroxybenzoic acid C1(CC1)C=1C=CC(=C(C(=O)O)C1F)O